N,N-dimethylaminopropyl-acrylamide CNN(C(C(=C)CCC)=O)NC